(1R,4S,7S,10S,13S,16R,19R)-10-(Aminomethyl)-7-cyclohexyl-13-[(1S)-1-hydroxyethyl]-4-isobutyl-3,16-dimethyl-18-oxa-3,6,9,12,15-pentazabicyclo[17.8.0]heptacosane-2,5,8,11,14-pentone NC[C@@H]1NC([C@@H](NC([C@@H](N(C([C@@H]2CCCCCCCC[C@H]2OC[C@H](NC([C@@H](NC1=O)[C@H](C)O)=O)C)=O)C)CC(C)C)=O)C1CCCCC1)=O